(R)-N-(4-fluoro-3-methylphenyl)-1,2,4-trimethyl-5-(2-oxo-2-((2-oxopiperidin-3-yl)amino)acetyl)-1H-pyrrole-3-carboxamide FC1=C(C=C(C=C1)NC(=O)C1=C(N(C(=C1C)C(C(N[C@H]1C(NCCC1)=O)=O)=O)C)C)C